1,3-bis(bromomethyl)-2-chlorobenzene BrCC1=C(C(=CC=C1)CBr)Cl